(1R,3S)-3-(3-(3-(2-(1,3-dioxolan-2-yl)-3-((4-methoxybenzyl)oxy)phenyl)-1-ethyl-1H-pyrazole-5-carboxamido)-1H-pyrazol-5-yl)cyclopentyl isopropylcarbamate C(C)(C)NC(O[C@H]1C[C@H](CC1)C1=CC(=NN1)NC(=O)C1=CC(=NN1CC)C1=C(C(=CC=C1)OCC1=CC=C(C=C1)OC)C1OCCO1)=O